[Si](C)(C)(C(C)(C)C)O[C@@H](C)[C@@H]1[C@H](NC1=O)[C@H](C(=O)O)C (R)-2-((2S,3S)-3-((S)-1-((tert-butyldimethylsilyl)oxy)ethyl)-4-oxoazetidin-2-yl)propanoic acid